O=[13CH][C@H](O)[C@H](O)[C@H](O)[13CH2]O D-Ribose-1,5-13C2